2-ethyl 8-(2-methoxyethyl) (1S,2S,5R)-3-((4-(tert-butoxycarbonyl)piperazin-1-yl)sulfonyl)-3,8-diazabicyclo[3.2.1]octane-2,8-dicarboxylate C(C)(C)(C)OC(=O)N1CCN(CC1)S(=O)(=O)N1[C@@H]([C@@H]2CC[C@H](C1)N2C(=O)OCCOC)C(=O)OCC